C12C(C(C(C=C1)C2)C(=O)O)C(=O)O norbornan-5-ene-2,3-dicarboxylic acid